COC1=CC=C(CSC=2C=CC(N(N2)C)=O)C=C1 6-((4-methoxybenzyl)thio)-2-methylpyridazin-3(2H)-one